5-amino-8-bromo-2-((5-fluoropyridin-2-yl)methyl)-7-phenyl-[1,2,4]Triazolo[4,3-c]Pyrimidin-3(2H)-one NC1=NC(=C(C=2N1C(N(N2)CC2=NC=C(C=C2)F)=O)Br)C2=CC=CC=C2